tert-butyl (E)-1-((tert-butylsulfinyl) imino)-8-azaspiro[4.5]dec-2-ene-8-carboxylate C(C)(C)(C)S(=O)\N=C\1/C=CCC12CCN(CC2)C(=O)OC(C)(C)C